4-[4-Cyano-6-(3-trifluoromethoxy-benzyl)-3-hydroxy-pyridin-2-yl]-4-oxo-butyric acid ethyl ester C(C)OC(CCC(=O)C1=NC(=CC(=C1O)C#N)CC1=CC(=CC=C1)OC(F)(F)F)=O